terephthaloyl-dipropyl alcohol diacrylate C(C=C)(=O)O.C(C=C)(=O)O.C(C1=CC=C(C(=O)CCCO)C=C1)(=O)CCCO